4-(4-(3-cyclohexylthioureido)phenyl)-7H-pyrrolo[2,3-d]pyrimidin C1(CCCCC1)NC(NC1=CC=C(C=C1)C=1C2=C(N=CN1)NC=C2)=S